FC1=NC=CC=C1C1=NC(=NO1)C1=CC2=C(N(N=N2)C(CO)(C)C)C=C1 2-(5-(5-(2-fluoropyridin-3-yl)-1,2,4-oxadiazol-3-yl)-1H-benzo[d][1,2,3]triazol-1-yl)-2-methylpropan-1-ol